BrC1=CC(=C(C=C1F)C(\C=C\N(C)C)=O)Cl (E)-1-(4-bromo-2-chloro-5-fluorophenyl)-3-(dimethylamino)prop-2-en-1-one